CS(=O)(=O)C=1C(=NC=CC1)C(=O)O 3-methylsulfonyl-pyridin-2-carboxylic acid